N-[(1R,2R,3S,4R,7Z)-7-(cyclopropyl-methylidene)-3-{[4-fluoro-3-(trifluoromethyl)phenyl]carbamoyl}bicyclo[2.2.1]heptan-2-yl]-1-(3-hydroxypropyl)-4-methoxy-1H-pyrazole-3-carboxamide C1(CC1)\C=C\1/[C@@H]2[C@H]([C@H]([C@H]1CC2)C(NC2=CC(=C(C=C2)F)C(F)(F)F)=O)NC(=O)C2=NN(C=C2OC)CCCO